2-(4-fluoro-2-(4-(piperidin-1-yl)-3-(1-(2,2,2-trifluoroethyl)-1H-indazole-3-carboxamido)benzamido)phenyl)acetic acid FC1=CC(=C(C=C1)CC(=O)O)NC(C1=CC(=C(C=C1)N1CCCCC1)NC(=O)C1=NN(C2=CC=CC=C12)CC(F)(F)F)=O